(3S,4R)-3,4-dihydroxy-2,2-dimethyl-3,4-dihydro-2H-pyrano[2,3-b]pyridine-6-carboxylic acid O[C@H]1[C@@H](C=2C(=NC=C(C2)C(=O)O)OC1(C)C)O